(R)-N-((3-amino-5-(3-fluorophenyl)-6-(3-methylimidazo[1,2-a]pyridin-6-yl)pyrazin-2-yl)methyl)-1-methylpyrrolidine-2-carboxamide NC=1C(=NC(=C(N1)C1=CC(=CC=C1)F)C=1C=CC=2N(C1)C(=CN2)C)CNC(=O)[C@@H]2N(CCC2)C